Cl.C(C(C)O)O propylene glycol, hydrochloride